diethyl-(styryl)(1-(p-tolyl)ethoxy)silane C(C)[Si](OC(C)C1=CC=C(C=C1)C)(C=CC1=CC=CC=C1)CC